C1(=CC=CC=C1)C1=C(C=2NC3=CC=CC=C3C2C=C1)C=1C(=C(C=CC1)C1=CC=CC=C1)C1=CC=CC=C1 (phenylcarbazolyl)(phenyl)biphenyl